4-cyclopentyl-6-(4-((2-methoxybenzoylamino)methyl)phenyl)-1H-pyrazolo[4,3-c]pyridine-7-carboxamide C1(CCCC1)C1=NC(=C(C2=C1C=NN2)C(=O)N)C2=CC=C(C=C2)CNC(C2=C(C=CC=C2)OC)=O